C1=CC(=C(C=C1C2=CC(=O)C3=C(C=C(C=C3O2)O[C@H]4[C@@H]([C@H]([C@@H]([C@H](O4)C(=O)[O-])O)O)O[C@H]5[C@@H]([C@H]([C@@H]([C@H](O5)C(=O)[O-])O)O)O)[O-])O)O[C@H]6[C@@H]([C@H]([C@@H]([C@H](O6)C(=O)[O-])O)O)O The molecule is a carbohydrate acid derivative anion arising from deprotonation of the carboxy and 5-hydroxy groups of luteolin 7-O-[(beta-D-glucosiduronate)-(1->2)-(beta-D-glucosiduronate)] 4'-O-beta-D-glucosiduronate; major microspecies at pH 7.3 (according to Marvin 6.2.0.). It is a carbohydrate acid derivative anion and a tricarboxylic acid anion. It is a conjugate base of a luteolin 7-O-[(beta-D-glucosyluronate)-(1->2)-(beta-D-glucosiduronate)] 4'-O-beta-D-glucosiduronate.